ethyl-1-[(4-fluorophenyl)methyl]-4-hydroxy-5-oxo-2,5-dihydro-1H-pyrrole C(C)C1N(C(C(=C1)O)=O)CC1=CC=C(C=C1)F